BrC=1C=C(C=CC1F)O 3-bromo-4-fluoro-phenol